tert-butyl (1R,4R,5S)-5-((7-bromo-2-chloro-8-fluoro-3-formyl-6-iodoquinolin-4-yl)amino)-2-azabicyclo[2.1.1]hexane-2-carboxylate BrC1=C(C=C2C(=C(C(=NC2=C1F)Cl)C=O)N[C@H]1[C@H]2CN([C@@H]1C2)C(=O)OC(C)(C)C)I